1-(4-benzylmorpholinylphenyl)butanone Ammonium [NH4+].C(C1=CC=CC=C1)N1C(COCC1)C1=C(C=CC=C1)CC(CC)=O